[Cl-].[Cl-].C(C(C)C)[Zr+2]CC(C)C Diisobutylzirconium dichloride